1,2-dibromocyclohexane BrC1C(CCCC1)Br